tert-butyl 6-((6-cyano-3-((4-(methylsulfonyl)phenyl)amino)isoquinolin-5-yl)ethynyl)-3,4-dihydroisoquinoline-2-carboxylate C(#N)C=1C(=C2C=C(N=CC2=CC1)NC1=CC=C(C=C1)S(=O)(=O)C)C#CC=1C=C2CCN(CC2=CC1)C(=O)OC(C)(C)C